C(C)(C)[C@@H]1OC[C@H](O1)C TRANS-2-ISOPROPYL-4-METHYL-1,3-DIOXOLANE